O-ethyl-N,N'-diisopropyl-isourea C(C)OC(NC(C)C)=NC(C)C